O=C1C(O)=C([O-])[C@H](O1)[C@@H](O)CO L-Ascorbate